CS(C1=CC=C(C=C1)O)(=O)=NC 4-[methyl(methylimino)oxo-λ6-sulfanyl]phenol